O=C1NC(CCC1N1C(C2=CC(=CC(=C2C1=O)O)C1=NN(C=C1)C)=O)=O 2-(2,6-dioxopiperidin-3-yl)-4-hydroxy-6-(1-methyl-1H-pyrazol-3-yl)isoindoline-1,3-dione